2-(6-{5-chloro-2-[(oxan-4-yl)amino]pyrimidin-4-yl}-1-oxo-2,3-dihydro-1H-isoindol-2-yl)acetic acid ClC=1C(=NC(=NC1)NC1CCOCC1)C1=CC=C2CN(C(C2=C1)=O)CC(=O)O